6-(Difluoromethyl)-7-fluoro-N-[3-fluoro-5-(2-fluoroethoxy)pyridin-2-yl]-1H-indol-3-sulfonamid FC(C1=CC=C2C(=CNC2=C1F)S(=O)(=O)NC1=NC=C(C=C1F)OCCF)F